ClC=1C=C(C=C(C1OC1=CC2=C(NC(N2C(C)C)=O)C=C1)Cl)N1C(=NOC1=O)C(=O)N (3,5-dichloro-4-((3-isopropyl-2-oxo-2,3-dihydro-1H-benzo[d]imidazol-5-yl)oxy)phenyl)-5-oxo-4,5-dihydro-1,2,4-oxadiazole-3-carboxamide